OC1=CC=C(C=C1)CC(=O)N Para-hydroxyphenylacetamide